N-(2-methoxyphenyl)cyanamide COC1=C(C=CC=C1)NC#N